C[C@@H]1CN(C[C@@H](O1)C=1C=NNC1)S(=O)(=O)C1=CC=C(C)C=C1 (2R,6S)-2-methyl-4-(p-toluenesulfonyl)-6-(1H-pyrazol-4-yl)morpholine